3-(ethylthio)propanol C(C)SCCCO